C(CCCCCCCCCCCCCCCC)(=O)OC[C@@H](OC(CCCCCCCCCCCCCCCC)=O)COP(=O)(O)OCCN 1,2-diheptadecanoyl-sn-glycero-3-phosphoethanolamine